1-ethyl-3-methyl-3-phospholine-1-oxide C(C)P1(CC(=CC1)C)=O